1,4-Cyclohexadiene-1-propanoic acid C1(=CCC=CC1)CCC(=O)O